CC1=CC=C(C=C1)S(=O)(=O)O Para-TolueneSulfonic Acid